(R)-2-((2S,3R)-3-amino-2-hydroxy-4-(4-(trifluoromethyl)phenyl)butanamido)-2-(3-(trifluoromethoxy)phenyl)acetic acid N[C@@H]([C@@H](C(=O)N[C@@H](C(=O)O)C1=CC(=CC=C1)OC(F)(F)F)O)CC1=CC=C(C=C1)C(F)(F)F